1-(4-(2-((1-((4-(Azetidin-1-yl)cyclohexyl)sulfonyl)piperidin-4-yl)amino)-5-(trifluoromethyl)pyrimidin-4-yl)-1H-pyrazol-1-yl)-2-methylpropan-2-ol N1(CCC1)C1CCC(CC1)S(=O)(=O)N1CCC(CC1)NC1=NC=C(C(=N1)C=1C=NN(C1)CC(C)(O)C)C(F)(F)F